4-mercapto-2,6-di-t-butylphenol SC1=CC(=C(C(=C1)C(C)(C)C)O)C(C)(C)C